NC1=C2N=C(N(C2=NC=N1)CCCNC(C(C)C)=O)SC1=CC2=C(CCO2)C=C1I N-{3-[6-Amino-8-(5-iodo-2,3-dihydro-benzofuran-6-ylsulfanyl)-purin-9-yl]-propyl}-isobutyramide